BrC=1SC(=C(N1)CN(C)C)C1COCC1 1-(2-bromo-5-(tetrahydrofuran-3-yl)thiazol-4-yl)-N,N-dimethylmethylamine